tert-butyl (3R)-3-(((2-(2,6-dioxopiperidin-3-yl)-6-fluoro-1,3-dioxoisoindolin-5-yl)oxy)methyl)pyrrolidine-1-carboxylate O=C1NC(CCC1N1C(C2=CC(=C(C=C2C1=O)OC[C@H]1CN(CC1)C(=O)OC(C)(C)C)F)=O)=O